NC(C)C1=CC2=C(C[C@H](NC([C@@H](N2C)C(C)C)=O)CO[Si](C2=CC=CC=C2)(C2=CC=CC=C2)C(C)(C)C)C=C1 (2S,5S)-9-(1-aminoethyl)-5-{[tert-butylbis(phenyl)siloxy]methyl}-2-isopropyl-1-methyl-1,4,5,6-tetrahydro-1,4-benzodiazocin-3(2H)-one